NC1=CC=C2CCCN(C2=C1)C(C)=O (7-amino-3,4-dihydro-quinolin-1(2H)-yl)ethan-1-one